(Z)-3-ethyl-5-((1-(prop-2-yn-1-yl)-1H-pyrrolo[3,2-b]pyridin-3-yl)methyl)-2-thioxoimidazolidin-4-one C(C)N1C(NC(C1=O)CC1=CN(C=2C1=NC=CC2)CC#C)=S